dodecyl L-phenylalaninate N[C@@H](CC1=CC=CC=C1)C(=O)OCCCCCCCCCCCC